NC1=C(C=2C(=NC=C(C2S1)F)C=1C2=C(C=3C=NC(=NC3C1F)N1C[C@H](CC1)N(C([2H])([2H])[2H])C([2H])([2H])[2H])COC2)C#N 2-Amino-4-(3-((S)-3-(bis(methyl-d3)amino)pyrrolidin-1-yl)-5-fluoro-7,9-dihydrofuro[3,4-f]quinazolin-6-yl)-7-fluorothieno[3,2-c]pyridine-3-carbonitrile